4-(4-fluorophenyl)-2-(methylsulfonyl)pyrimidine FC1=CC=C(C=C1)C1=NC(=NC=C1)S(=O)(=O)C